O=C1C2=C(C=NN1)N=C(N=C2NC=2C=CC(=NC2)N2CCC1(CC1C(=O)O)CC2)C2=CC=CC=C2 6-(5-((5-oxo-2-phenyl-5,6-dihydropyrimido[4,5-d]pyridazin-4-yl)amino)pyridin-2-yl)-6-azaspiro[2.5]octane-1-carboxylic acid